tert-butyl 6-benzamido-2-phenyl-1H-benzo[d]imidazole-1-carboxylate C(C1=CC=CC=C1)(=O)NC=1C=CC2=C(N(C(=N2)C2=CC=CC=C2)C(=O)OC(C)(C)C)C1